C1(=CC=CC=C1)CNCC(=O)O N-(Phenylmethyl)glycin